FC1=C(C=C(C=C1)F)[C@@]12N(CC[C@H]2C1)C(=O)NC=1C=NN2C1N=C(C=C2)N2[C@@]1(C[C@@H]1CC2)C2=C(C=CC(=C2)F)F (1R,5S)-1-(2,5-difluorophenyl)-N-(5-((1R,5S)-1-(2,5-difluorophenyl)-2-azabicyclo[3.1.0]hexan-2-yl)pyrazolo[1,5-a]pyrimidin-3-yl)-2-azabicyclo[3.1.0]hexane-2-carboxamide